ClC1=CC=C(C(=N1)C(=O)OC)N[C@H](C)C=1C=C(C=C2C(N(C(=NC12)C=1N=C(OC1C)C)C)=O)C methyl (R)-6-chloro-3-((1-(2-(2,5-dimethyloxazol-4-yl)-3,6-dimethyl-4-oxo-3,4-dihydroquinazolin-8-yl)ethyl)amino)picolinate